[Se].[Ge].ClC=1C=C(C=CC1)C1=NC(=CC=C1C(C)O)N1C=NC2=C1C=C(C(=C2)OC)OC 1-(2-(3-chlorophenyl)-6-(5,6-dimethoxy-1H-benzo[d]imidazol-1-yl)pyridin-3-yl)ethan-1-ol germanium-selenium